(R)-1-(4-(4-((6-(3-phenylisoxazolidin-2-yl)pyrimidin-4-yl)amino)phenyl)piperazin-1-yl)ethan-1-one C1(=CC=CC=C1)[C@@H]1N(OCC1)C1=CC(=NC=N1)NC1=CC=C(C=C1)N1CCN(CC1)C(C)=O